CC1=C(C=C(CCC2N(CC2)C(=O)OC(C)(C)C)C=C1)C(NC1(CC1)C1=CC=CC2=CC=CC=C12)=O tert-butyl 2-(4-methyl-3-((1-(naphthalen-1-yl)cyclopropyl)carbamoyl)phenethyl)azetidine-1-carboxylate